C(C1CO1)OC=1C=C(C=CC1)N(CC1CO1)CC1CO1 [3-(glycidoxy)phenyl]diglycidyl-amine